CNS(=O)(=O)C1=NNC=C1C N-methyl-methylpyrazolesulfonamide